2-(((3,5-difluoropyridin-2-yl)methyl)amino)-2-oxoacetic acid ethyl ester C(C)OC(C(=O)NCC1=NC=C(C=C1F)F)=O